C(=O)(O)CCN(CCC(=O)O)CCCCCCCC N,N-Bis(2-carboxyethyl)-octylamin